FC(C=1C=C(C=C(C1)C(F)(F)F)C1=NN(C=N1)\C=C/C(=O)N1N(C(CC1)=O)C([2H])([2H])[2H])(F)F (Z)-1-(3-(3-(3,5-bis(trifluoromethyl)phenyl)-1H-1,2,4-triazol-1-yl)acryloyl)-2-(methyl-d3)pyrazolidin-3-one